C1(=CC=CC=2C3=CC=CC=C3CC12)COC(=O)N[C@@H](CCCCNC(C)=C1C(CC(CC1=O)(C)C)=O)C(=O)O N-fluorenylmethoxycarbonyl-N'-[1-(4,4-dimethyl-2,6-dioxocyclohexylidene)ethyl]-L-lysine